5,6,7,8-tetrahydro-2,7-naphthyridine-1-carboxylic acid C1(=NC=CC=2CCNCC12)C(=O)O